2-[(2,5-difluorobenzoyl)amino]-4-[[3-fluoro-2-methoxy-propyl]-[4-(5,6,7,8-tetrahydro-1,8-naphthyridin-2-yl)butyl]amino]butanoic acid FC1=C(C(=O)NC(C(=O)O)CCN(CCCCC2=NC=3NCCCC3C=C2)CC(CF)OC)C=C(C=C1)F